C(C)OCCOCCC(C(=O)O)=C.C(C=C)(=O)O.C(C=C)(=O)O.OCC(C)(CO)C neopentyl glycol diacrylate ethoxyethoxyethyl-acrylate